tert-butyl-5-[4-(4-methoxyanilino)-6-phenyl-pyrimidin-2-yl]-3,4-dihydro-2H-pyridine C(C)(C)(C)C1NC=C(CC1)C1=NC(=CC(=N1)NC1=CC=C(C=C1)OC)C1=CC=CC=C1